N'-(4-(4-chlorophenyl)piperidin-4-yl)-4-(trifluoromethoxy)benzenesulfonimidamide ClC1=CC=C(C=C1)C1(CCNCC1)N=S(=O)(N)C1=CC=C(C=C1)OC(F)(F)F